racemic-9-(4-chloro-2-fluoro-phenyl)-7-[2-(2-methoxy-4-pyridyl)tetrahydropyran-4-yl]-2,3-dimethyl-pyrazino[1,2-a]pyrimidin-4-one ClC1=CC(=C(C=C1)C1=NC(=CN2C1=NC(=C(C2=O)C)C)C2CC(OCC2)C2=CC(=NC=C2)OC)F